3-[3-[(dimethylsulfamoylamino)methyl]cyclobutyl]-5,7-difluoro-2-(4-fluorophenyl)-1H-indole CN(S(=O)(=O)NCC1CC(C1)C1=C(NC2=C(C=C(C=C12)F)F)C1=CC=C(C=C1)F)C